C1(=CC=CC=C1)C1=NC(=CC(=C1)C1=C(C(=C(C(=C1)C1=CC(=NC(=C1)C1=CC=CC=C1)C1=CC=CC=C1)N1C2=CC=CC=C2C=2C=CC=CC12)N1C2=CC=C(C=C2C=2C=CC(=CC12)C1=NC(=CC=C1)C1=CC=CC=C1)C1=CC=CC=C1)N1C2=CC=CC=C2C=2C=CC=CC12)C1=CC=CC=C1 9,9'-(4,6-bis(2,6-diphenylpyridin-4-yl)-2-(6-phenyl-2-(6-phenylpyridin-2-yl)-9H-carbazol-9-yl)-1,3-phenylene)bis(9H-carbazole)